CC(C)N([Si]([Si](C=C)(C=C)C=C)(Cl)Cl)C(C)C 1-bis(1-methylethyl)amino-1,1-dichloro-2,2,2-trivinyldisilane